C[C@@H]1CN(CCC1)CC1=CC2=C(C(N(C=C2C(F)(F)F)C2=CC(=CC=C2)C2(CC3(CC3)C2)C2=NN=CN2C)=O)N1 2-[[(3S)-3-methyl-1-piperidinyl]methyl]-6-[3-[5-(4-methyl-1,2,4-triazol-3-yl)spiro[2.3]hex-5-yl]phenyl]-4-(trifluoromethyl)-1H-pyrrolo[2,3-c]pyridin-7-one